C(C)(C)(C)OC(=O)N1CC(CCC1)C(=O)C1=CC2=CC=C(C(=C2C=C1)C)C#N 3-(6-cyano-5-methyl-naphthalene-2-carbonyl)piperidine-1-carboxylic acid tert-butyl ester